6,7-Dimethoxy-N-(3-methoxy-5-((tetrahydrofuran-3-yl)oxy)phenyl)quinolin-4-amine COC=1C=C2C(=CC=NC2=CC1OC)NC1=CC(=CC(=C1)OC1COCC1)OC